FC(CN[C@@H]1C[C@H](N(CC1)C(=O)OC(C)(C)C)C1=CC=CC=C1)F tert-butyl (2S,4S)-4-((2,2-difluoroethyl)amino)-2-phenylpiperidine-1-carboxylate